methyl-malonic acid-d3 COC(C(C(=O)O[2H])([2H])[2H])=O